2-Isopropoxy-1-phenylnaphthalene C(C)(C)OC1=C(C2=CC=CC=C2C=C1)C1=CC=CC=C1